C12(CC(C1)C2)C(=O)O bicyclo[1.1.1]pentyl-carboxylic acid